N-(5-((4-Methoxy-3H-spiro[furo[3,4-c]pyridine-1,3'-piperidin]-1'-yl)methyl)thiazol-2-yl)acetamide COC1=NC=CC2=C1COC21CN(CCC1)CC1=CN=C(S1)NC(C)=O